4-ethyl-benzoyl-hydrazine C(C)C1=CC=C(C(=O)NN)C=C1